2-((3-(4-(5,5,5-trifluoropentyl)phenyl)-1,2,4-oxadiazol-5-yl)methyl)propenoic acid FC(CCCCC1=CC=C(C=C1)C1=NOC(=N1)CC(C(=O)O)=C)(F)F